C(C)(C)N(C(C)C)CC N,N-Diiso-propylethylamine